5-bromo-1,3-dihydrospiro[indene-2,3'-indoline] BrC=1C=C2CC3(CNC4=CC=CC=C34)CC2=CC1